N-(2,6-diisopropylphenyl)-3-iodobenzimidamide C(C)(C)C1=C(C(=CC=C1)C(C)C)NC(C1=CC(=CC=C1)I)=N